C(C)OC(=O)C=1C(=NC(=NC1)SC)N[C@@H]1C[C@H](C1)C(N)=O 4-((trans-3-carbamoylcyclobutyl)amino)-2-(methylthio)pyrimidine-5-carboxylic acid ethyl ester